ClC=1N=C(C2=C(N1)N(CC2([2H])C2CC2)COCC[Si](C)(C)C)Cl 2,4-dichloro-5-cyclopropyl-7-((2-(trimethylsilyl)ethoxy)methyl)-7H-pyrrolo[2,3-d]pyrimidine-5-d